FC(CCCCCCCCCCCCCCCCCOC[C@H](CO)O)(F)F (S)-3-((18,18,18-trifluorooctadecyl)oxy)propane-1,2-diol